4-(5-chloro-2-methoxyphenyl)-6-methyl-N-(5-((4-(methylsulfanyl)phenyl)methoxy)-1,3,4-thiadiazol-2-yl)pyridine-3-carboxamide ClC=1C=CC(=C(C1)C1=C(C=NC(=C1)C)C(=O)NC=1SC(=NN1)OCC1=CC=C(C=C1)SC)OC